methyl 2-amino-7-cyclopentyl-4-methoxy-7H-pyrrolo[2,3-d]pyrimidine-6-carboxylate NC=1N=C(C2=C(N1)N(C(=C2)C(=O)OC)C2CCCC2)OC